CC1=CC=C2C(=CN(C2=C1)CC1=NC=CC=C1)C(=O)NC1=C(C(=O)O)C=CC=C1 2-[6-methyl-1-(pyridin-2-ylmethyl)-1H-indole-3-carboxamido]benzoic acid